methyl 4-(5-((7-aminoheptyl)amino)-5-oxopentanamido)-2-(3-aminoprop-1-yn-1-yl)benzoate NCCCCCCCNC(CCCC(=O)NC1=CC(=C(C(=O)OC)C=C1)C#CCN)=O